3-((6-chloro-2-methoxy-1-(1-propyl-1H-pyrazol-4-yl)-1H-indol-3-yl)thio)benzoic acid ClC1=CC=C2C(=C(N(C2=C1)C=1C=NN(C1)CCC)OC)SC=1C=C(C(=O)O)C=CC1